ClC=1C(=C(C(=CC1)N1N=NN=C1)C=1C=CC(=NC1)C(CC1=NN(C=C1)C)N1N=CC(=C1)C1=CC=C(C=C1)NC(OC)=O)F methyl (4-(1-(1-(5-(3-chloro-2-fluoro-6-(1H-tetrazol-1-yl)phenyl)pyridin-2-yl)-2-(1-methyl-1H-pyrazol-3-yl)ethyl)-1H-pyrazol-4-yl)phenyl)carbamate